(benzophenanthrenyl(naphthyl))biphenyl C1(=C2C=3C=CC=CC3C3=C(C2=CC=C1)C=CC=C3)C3=C(C1=CC=CC=C1C=C3)C3=C(C=CC=C3)C3=CC=CC=C3